3-((3-fluoro-4-(hexadecyloxy)phenyl)sulfonyl)-6-(methylthio)quinoline FC=1C=C(C=CC1OCCCCCCCCCCCCCCCC)S(=O)(=O)C=1C=NC2=CC=C(C=C2C1)SC